tert-butyl N-[(1s,4s)-4-[methoxy(methyl) carbamoyl]cyclohexyl]carbamate CON(C(=O)C1CCC(CC1)NC(OC(C)(C)C)=O)C